O1C(=CC2=C1C=CC=C2)C=2NC1=CC=C(C=C1C2CC)C2CCNCC2 2-(benzofuran-2-yl)-3-ethyl-5-(piperidin-4-yl)-1H-indole